1-N'-[6-[6-(3-ethyl-1,2,4-oxadiazol-5-yl)-7-methoxyquinolin-4-yl]oxy-5-fluoropyridin-3-yl]-1-N-(4-fluorophenyl)cyclopropane-1,1-dicarboxamide hydrochloride Cl.C(C)C1=NOC(=N1)C=1C=C2C(=CC=NC2=CC1OC)OC1=C(C=C(C=N1)NC(=O)C1(CC1)C(=O)NC1=CC=C(C=C1)F)F